sodium perbromic acid Br(=O)(=O)(=O)O.[Na]